2-(7-chloroimidazo[1,5-a]pyridin-1-yl)-N-(5-(((6-cyclopropylimidazo[1,2-a]pyridin-2-yl)methyl)amino)pyridazin-3-yl)acetamide ClC1=CC=2N(C=C1)C=NC2CC(=O)NC=2N=NC=C(C2)NCC=2N=C1N(C=C(C=C1)C1CC1)C2